NCC1=C(C=C(C=C1F)C1CC=NN1C(=O)C12CC(C1)(C2)COC2=NC=C(C#N)C=C2)F 6-((3-(5-(4-(aminomethyl)-3,5-difluorophenyl)-4,5-dihydro-1H-pyrazole-1-carbonyl)-bicyclo[1.1.1]pentan-1-yl)-methoxy)nicotinonitrile